NC=1C(=CC2=CC(=CC=C2C1)S(=O)(=O)O)S(=O)(=O)[O-].[Na+] monosodium 3-amino-2,7-naphthalenedisulfonate